FC1=CC(=C(C=C1)CN1CCN(CC1)C(=O)OC(C)(C)C)C Tert-Butyl 4-[(4-fluoro-2-methyl phenyl)methyl]piperazine-1-carboxylate